1-(3-aminophenyl)cyclopropanenitrile NC=1C=C(C=CC1)C1(CC1)C#N